tert-butyl (R)-((4-chloro-1-methyl-1H-pyrazol-3-yl)(1-methylcyclopentyl)methyl)carbamate ClC=1C(=NN(C1)C)[C@@H](C1(CCCC1)C)NC(OC(C)(C)C)=O